(4-amino-2-butoxyimidazo[2,1-f][1,2,4]triazin-7-yl)(4-methoxypyridin-2-yl)methanol NC1=NC(=NN2C1=NC=C2C(O)C2=NC=CC(=C2)OC)OCCCC